(S)-Methyl 2-(N-(2-(dimethoxymethyl)benzyl)pivalamido)propanoate COC(C1=C(CN(C(C(C)(C)C)=O)[C@H](C(=O)OC)C)C=CC=C1)OC